tetrahydro-2,6-naphthyridine-4-carbonitrile C1NCC(C2=CN=CC=C12)C#N